CN(C)CCCN1CN(CN(C1)CCCN(C)C)CCCN(C)C tris(di-methylaminopropyl)hexahydro-1,3,5-triazin